2-(4-hydroxyphenyl)chromenylium-3,5,7-triol OC1=CC=C(C=C1)C1=[O+]C=2C=C(C=C(C2C=C1O)O)O